N'-(5-bromo-4-methoxy-2-pyridyl)-N,N-dimethyl-formamidine BrC=1C(=CC(=NC1)N=CN(C)C)OC